CN(C(/C=C/CC[C@@H](C(=O)NC=1C(N(C=CC1)CC1=NC2=C(N1C(=O)OCC1CC1)C=CC(=C2)F)=O)NC(=O)OC)=O)C cyclopropylmethyl (S,E)-2-((3-(7-(dimethylamino)-2-((methoxycarbonyl)amino)-7-oxohept-5-enamido)-2-oxopyridin-1(2H)-yl)methyl)-5-fluoro-1H-benzo[d]imidazole-1-carboxylate